ClC1=C(C=C(OCC(=O)N[C@@H]2CN[C@H](CC2)C=2N=C3N(C=C(C=C3)C(F)(F)F)C2)C=C1)F 2-(4-chloro-3-fluoro-phenoxy)-N-[(3S,6R)-6-[6-(trifluoromethyl)imidazo[1,2-a]pyridin-2-yl]-3-piperidyl]acetamide